tin-copper-manganese [Mn].[Cu].[Sn]